(3-Chloro-4,5-difluorophenyl)-1-((5-(difluoromethyl)-1H-pyrazol-3-yl)methyl)-1-(2-methoxypyrimidin-5-yl)urea ClC=1C=C(C=C(C1F)F)NC(N(C=1C=NC(=NC1)OC)CC1=NNC(=C1)C(F)F)=O